Cl.FC=1C=CC=C2C(=NNC12)C(C)(C)N 2-(7-fluoro-1H-indazol-3-yl)propan-2-amine hydrochloride